C[SH2](=O)C1=C(C=CC=C1)C (methyl)(o-tolyl)-λ6-sulfanone